CC1C2C(C(CC1)C2)(C)C 2,6,6-trimethylbicyclo[3.1.1]heptane